(3-(3a,7a-dihydrobenzoxazol-2-yl)phenyl)boric acid O1C(=NC2C1C=CC=C2)C=2C=C(C=CC2)OB(O)O